ClC=1C=C(C=CC1C#N)N(C1CCC(CC1)NC(=O)C=1N=NC(=CC1)N1CCC(CC1)CO)C N-((1r,4r)-4-((3-chloro-4-cyanophenyl)(methyl)amino)cyclohexyl)-6-(4-(hydroxymethyl)piperidin-1-yl)pyridazine-3-carboxamide